C(C1=CC=CC=C1)C=1N=C(C2=C(N1)CN(C2)S(=O)(=O)C)C2=NN(C=C2)CC=2C=NC=CC2 2-benzyl-6-(methylsulfonyl)-4-(1-(pyridin-3-ylmethyl)-1H-pyrazol-3-yl)-6,7-dihydro-5H-pyrrolo[3,4-d]pyrimidine